2,2,2-trifluoro-N-[2-fluoro-4-[5-[2-[[(3S,5S)-5-fluoro-3-piperidyl]amino]pyrimidin-4-yl]-2-methyl-thiazol-4-yl]oxy-3-methyl-1-naphthyl]ethanesulfonamide FC(CS(=O)(=O)NC1=C(C(=C(C2=CC=CC=C12)OC=1N=C(SC1C1=NC(=NC=C1)N[C@@H]1CNC[C@H](C1)F)C)C)F)(F)F